ClC=1C=C(C=CC1)C=C(CP([O-])([O-])=O)F 3-(3-chlorophenyl)-2-fluoroallylphosphonate